C[C@]12[C@H]3CC[C@@]4([C@H](CC[C@H]4[C@@H]3CC=C2C[C@H](CC1)O)[C@H](C)OC=1C=NC=CC1C)C (3S,8S,9S,10R,13S,14S,17S)-10,13-dimethyl-17-((S)-1-((4-methylpyridin-3-yl)oxy)ethyl)-2,3,4,7,8,9,10,11,12,13,14,15,16,17-tetradecahydro-1H-cyclopenta[a]phenanthren-3-ol